C(C)(C)(C)OC(=O)N1CC2=CC(=C(C(=C2C[C@@H]1C)F)NCC(=O)OC)OCC1=CC=CC=C1 (3S)-7-(Phenylmethoxy)-5-fluoro-6-[(2-methoxy-2-oxoethyl)amino]-3-methyl-3,4-dihydroisoquinoline-2(1H)-carboxylic acid tert-butyl ester